Cl.FC(C1(C(C1)N)C)F 2-(difluoromethyl)-2-methylcyclopropan-1-amine hydrochloride